C1(CC1)S(=O)(=O)N1N=CC(=C1)C1=NC=CC=N1 2-(1-(cyclopropylsulfonyl)-1H-pyrazol-4-yl)pyrimidine